FC=1C=C(C=CC1N1CCCCC1)NC(=O)C=1N=C(OC1C)N1C(CCC1)CO N-(3-fluoro-4-(piperidin-1-yl)phenyl)-2-(2-(hydroxymethyl)pyrrolidin-1-yl)-5-methyl-oxazole-4-carboxamide